2-[(2-bromo-5-methyl-phenyl)methyl-(p-tolylsulfonyl)amino]acetic acid BrC1=C(C=C(C=C1)C)CN(CC(=O)O)S(=O)(=O)C1=CC=C(C=C1)C